6-(2-(2-bromophenyl)morpholino)-N2-cyclopropyl-1,3,5-triazine-2,4-diamine BrC1=C(C=CC=C1)C1OCCN(C1)C1=NC(=NC(=N1)NC1CC1)N